ClC1=CC=C(C(=N1)C#N)N1N=NC(=C1)CN1C(C=C(C(=C1)OC)C1=C(C=CC(=C1)Cl)N1N=NC(=C1)Cl)=O 6-Chloro-3-(4-((4-(5-chloro-2-(4-chloro-1H-1,2,3-triazol-1-yl)phenyl)-5-methoxy-2-oxopyridin-1(2H)-yl)methyl)-1H-1,2,3-triazol-1-yl)picolinonitrile